NC=1C(=NC(=C(N1)C=1OC=CN1)C=1C=CC=2N(C1)C=CN2)C(=O)NCC2=NC(=CC=C2)N 3-amino-N-((6-aminopyridin-2-yl)methyl)-6-(imidazo[1,2-a]pyridin-6-yl)-5-(oxazol-2-yl)pyrazine-2-carboxamide